(S) or (R)-1-Methyl-N'-((3-methyl-2-(trifluoromethyl)-6,7-dihydro-5H-cyclopenta[b]pyridin-4-yl)carbamoyl)-1H-pyrazole-3-sulfonimidamide CN1N=C(C=C1)[S@](=O)(N)=NC(NC1=C2C(=NC(=C1C)C(F)(F)F)CCC2)=O |o1:6|